(E)-N-(2-(6-methoxy-2-oxo-2,3-dihydro-1,3-benzoxazol-3-yl)ethyl)-3-(3-chlorophenyl)acrylamide COC1=CC2=C(N(C(O2)=O)CCNC(\C=C\C2=CC(=CC=C2)Cl)=O)C=C1